FC(S(=O)(=O)[O-])(F)F.FC(C[N+](CC=C(C)C)(C)CCOC(C(=C)C)=O)(C(C(F)(F)F)(F)F)F N-(2,2,3,3,4,4,4-heptafluorobutyl)-N-(2-(methacryloyloxy)ethyl)-N,3-dimethylbut-2-en-1-aminium trifluoromethanesulfonate